CN(C/C=C/C(=O)N1CC=2N(CC1)N=C(C2C2=CC=NC=C2)C2=CC=C(C=C2)CC)C (2E)-4-(dimethylamino)-1-[2-(4-ethylphenyl)-3-(pyridin-4-yl)-6,7-dihydropyrazolo[1,5-a]pyrazin-5(4H)-yl]but-2-en-1-one